FC1=CC=C(OC2=C3N=C(C(NC3=CC(=C2)CO)=O)C)C=C1 5-(4-fluorophenoxy)-7-(hydroxymethyl)-3-methylquinoxalin-2(1H)-one